NC=1C2=C(N(CN1)C1=NC(=CC=C1)OC(F)F)N=C(C=C2)C2CC2 4-amino-7-cyclopropyl-1-(6-(difluoromethoxy)pyridin-2-yl)pyrido[2,3-d]pyrimidin